The molecule is a fatty acid ester obtained by formal condensation of the carboxy group of octadecanoic acid with the hydroxy group of 9-hydroxyoctadecanoic acid. It is a fatty acid ester and a monocarboxylic acid. It derives from an octadecanoic acid and a 9-hydroxyoctadecanoic acid. It is a conjugate acid of a 9-(octadecanoyloxy)octadecanoate. CCCCCCCCCCCCCCCCCC(=O)OC(CCCCCCCCC)CCCCCCCC(=O)O